NC1=NC=CC=C1C1=NC=2C(=NC=CC2)N1C1=CC=C(C=C1)CNC(C(C1=CC(=C(C=C1)C=O)O)F)=O N-({4-[2-(2-aminopyridin-3-yl)imidazo[4,5-b]pyridin-3-yl]phenyl}methyl)-2-fluoro-2-(4-formyl-3-hydroxyphenyl)acetamide